C1(CC1)C1=C(C=NC(=C1)C(NC=1C(=C(C=CC1)C1=C(C(=CC=C1)NC(C1=NC=C(C(=C1)C1CC1)CNC)=O)C)C)=O)CN1[C@@H](CCCC1)C(=O)O (S)-1-((4-cyclopropyl-6-((3'-(4-cyclopropyl-5-((methylamino)methyl)picolinamido)-2,2'-dimethyl-[1,1'-biphenyl]-3-yl)carbamoyl)pyridin-3-yl)methyl)piperidine-2-carboxylic acid